N(=[N+]=[N-])C1=C(C=O)C=C(C(=N1)C1=C(C=C(C=C1)C(F)(F)F)OCOC)Cl 2-azido-5-chloro-6-(2-(methoxymethoxy)-4-(trifluoromethyl)phenyl)nicotinaldehyde